(N2-(((9H-fluoren-9-yl)methoxy)carbonyl)-Nω-(2,2,4,6,7-pentamethyl-2,3-dihydrobenzofuran-5-yl)arginyl)-O-(tert-butyl)serinate C1=CC=CC=2C3=CC=CC=C3C(C12)COC(=O)N[C@@H](CCCNC(NC=1C(=C(C2=C(CC(O2)(C)C)C1C)C)C)=N)C(=O)OC([C@@H](N)COC(C)(C)C)=O